2-hydroxyenanthic acid OC(C(=O)O)CCCCC